5-(benzyloxy)-6-chloronicotinic acid C(C1=CC=CC=C1)OC=1C(=NC=C(C(=O)O)C1)Cl